CC1(C(=O)O)C(C(=O)O)(C(=C(C=C1)Br)OC[C@@H]1CC2(OCCO2)CCN1)C.NC1=CC=C(C=C1)SCC(=O)N1CCN(CC1)C(=O)[C@H]1[C@@H](C1)C1=CC=CC=C1 2-((4-aminophenyl)thio)-1-(4-(trans-2-phenylcyclopropanecarbonyl)piperazin-1-yl)ethanone 1,2-dimethyl-4-bromo-3-[(7S)-1,4-dioxa-8-azaspiro[4.5]decan-7-ylmethoxy]phthalate